(+)-1,2-Bis(4-(methoxymethyl)phenyl)ethan-2-d-1-ol COCC1=CC=C(C=C1)C(C([2H])C1=CC=C(C=C1)COC)O